C1(CCC2=CC=CC=C12)NC(\C=C\C=1C=CC2=C(NN=N2)C1F)=O (E)-N-(2,3-dihydro-1H-inden-1-yl)-3-(7-fluoro-1H-benzo[d][1,2,3]triazol-6-yl)acrylamide